C1(=CC=CC=C1)C1(CCNCC1)CNC1=NC=CC=2N1C=C(N2)C(F)(F)F N-((4-phenylpiperidin-4-yl)methyl)-2-(trifluoromethyl)imidazo[1,2-c]pyrimidin-5-amine